CN(CCCN1N=C2C=C(C=CC2=C1C1CCN(CC1)C(C=C)=O)C1=CC(=CC=C1)O)C 1-(4-(2-(3-(dimethylamino)propyl)-6-(3-hydroxyphenyl)-2H-indazol-3-yl)piperidin-1-yl)-2-propen-1-one